COC1=CC=C(C=C1)S(=O)(=N[Si](C)(C)C)CP(OCC)(OCC)=O Diethyl ((4-methoxy-N-(trimethylsilyl)phenylsulfonimidoyl)methyl)phosphonate